(1-methyl-2-((1,2,2-trimethylbicyclo[3.1.0]hexan-3-yl)methyl)cyclopropyl)methanol CC1(C(C1)CC1C(C2(CC2C1)C)(C)C)CO